[PH2]([O-])=O.[Ca+2].[PH2]([O-])=O calcium phosphinate